ClC=1C=C(C=NC1)C1(CC1)C(=O)O 1-(5-chloropyridin-3-yl)cyclopropane-1-carboxylic acid